tert-butyl (2S,3R,6R)-3-(hydroxymethyl-d2)-2,6-dimethylmorpholine-4-carboxylate OC([C@H]1N(C[C@H](O[C@H]1C)C)C(=O)OC(C)(C)C)([2H])[2H]